C1(=C(C=CC=C1)C1=CC(OC2=CC(=CC=C12)C=C)=O)C 4-(o-tolyl)-7-vinyl-2H-chromen-2-one